FC(C=1C=C(C(=O)N2CC(CCC2)C(=O)NC2=CC=NC=C2)C=C(C1)C(F)(F)F)(F)F 1-(3,5-bis(trifluoromethyl)benzoyl)-N-(pyridin-4-yl)piperidine-3-carboxamide